5-Amino-3-(4-bromophenyl)-1-(3,3-difluoro-4-piperidinyl)pyrazole-4-carbonitrile NC1=C(C(=NN1C1C(CNCC1)(F)F)C1=CC=C(C=C1)Br)C#N